dithiothreoitol C([C@@H](S)[C@H](S)CO)O